1-vinyl-3-butyl-imidazole bis(trifluoromethanesulfonyl)imide salt [N-](S(=O)(=O)C(F)(F)F)S(=O)(=O)C(F)(F)F.C(=C)N1CN(C=C1)CCCC